3-[1-(2-{[1-({3-[4-(dimethylamino)phenyl]propyl}(methyl)amino)indan-5-yl]oxy}ethyl)-1H-1,2,3-triazol-4-yl]-1-propanol CN(C1=CC=C(C=C1)CCCN(C1CCC2=CC(=CC=C12)OCCN1N=NC(=C1)CCCO)C)C